pentamethylcyclopentadienyl-2,6-diisopropyl-phenoxy-titanium dichloride [Cl-].[Cl-].CC1=C(C(=C(C1([Ti+2]OC1=C(C=CC=C1C(C)C)C(C)C)C)C)C)C